quinolinolate N1=C(C=CC2=CC=CC=C12)[O-]